N-(4-hydroxyphenylethyl)benzamide OC1=CC=C(C=C1)CCNC(C1=CC=CC=C1)=O